FC1=CC(=NC=C1)N1CCC2=CC=CC=C12 (4-fluoropyridin-2-yl)-2,3-dihydro-1H-indole